N1(CCN(CCN(CCC1)CC=1C(=C(C=C(C1)C)COC(CO)CO)O)CC=1C(=C(C=C(C1)C)COC(CO)CO)O)CC=1C(=C(C=C(C1)C)COC(CO)CO)O 2,2',2''-{1,4,7-triazecane-1,4,7-triyltris[methylene(2-hydroxy-5-methyl-3,1-phenylene)methyleneoxy]}tri(propane-1,3-diol)